rac-3-azabicyclo[3.1.0]hexane-1-carbonitrile C12(CNCC2C1)C#N